tetraacetyl-N-azidoacetyl-neuraminic acid C(C)(=O)[C@]1([C@](C(C(C(O)=O)(O)O[C@H]1[C@H](O)[C@H](O)CO)(C(C)=O)C(C)=O)(O)C(C)=O)NC(CN=[N+]=[N-])=O